CS(=O)(=O)[O-].C(CCCCC)[NH+]1C(CCC1)CCC 1-Hexyl-2-propylpyrrolidinium methansulfonat